COC1=NC=CC(=C1C(F)(F)F)B(O)O 2-METHOXY-3-(TRIFLUOROMETHYL)PYRIDINE-4-BORONIC ACID